propenyl-trichlorosilane (1R,3S)-3-(5-((2-bromopyrazolo[1,5-a]pyrazin-4-yl)amino)-1-(tert-butyl)-1H-pyrazol-3-yl)cyclopentyl-isopropylcarbamate BrC1=NN2C(C(=NC=C2)NC2=CC(=NN2C(C)(C)C)[C@@H]2C[C@@H](CC2)N(C(O)=O)C(C)C)=C1.C(=CC)[Si](Cl)(Cl)Cl